7-(8-ethylnaphthalen-1-yl)-N-(1-(pyrimidin-2-yl)ethyl)-2-((tetrahydro-1H-pyrrolizin-7a(5H)-yl)methoxy)-5,6,7,8-tetrahydropyrido[3,4-d]pyrimidin-4-amine C(C)C=1C=CC=C2C=CC=C(C12)N1CC=2N=C(N=C(C2CC1)NC(C)C1=NC=CC=N1)OCC12CCCN2CCC1